O,O-diethyl O-(3,5,6-trichloro-2-pyridyl) phosphorothioate P(OCC)(OCC)(OC1=NC(=C(C=C1Cl)Cl)Cl)=S